5-[(3-methoxybenzyl)(4-dimethylaminobenzyl)aminocarbonyloxymethoxy]dimethylaminobenzylamine COC=1C=C(CC(OC=2C=CC=C(CNN(C)C)C2)OC(=O)NCC2=CC=C(C=C2)N(C)C)C=CC1